CC1N(C(CC2(C1)OCCC1=C2SC=C1)C)C(=O)OC(C)(C)C tert-butyl (2R,6S)-2',6'-dimethylspiro[4,5-dihydrothieno[2,3-c]pyran-7,4'-piperidine]-1'-carboxylate